4-(9-acetyl-7-cyano-4-methyl-5-oxo-pyrazolo[3,4-c]isoquinolin-3-yl)piperidine-1-carboxylic acid tert-butyl ester C(C)(C)(C)OC(=O)N1CCC(CC1)N1N=CC2=C1N(C(C=1C=C(C=C(C21)C(C)=O)C#N)=O)C